3-chloro-4-((3,5-difluoropyridin-2-yl)methoxy)-5',6-Dimethyl-2'-(tributylstannyl)-2H-[1,4'-bipyridyl]-2-one ClC=1C(N(C(=CC1OCC1=NC=C(C=C1F)F)C)C1=CC(=NC=C1C)[Sn](CCCC)(CCCC)CCCC)=O